C1(CC1)OC=1C=C(C=CC1NCC#CC=1N=C2N(C=CC=C2N[C@H]2[C@H](CN(CC2)C)F)C1SC(F)(F)F)P(C)(C)=O (3-cyclopropoxy-4-((3-(8-(((3S,4R)-3-fluoro-1-methylpiperidin-4-yl)amino)-3-((trifluoromethyl)thio)imidazo[1,2-a]pyridin-2-yl)prop-2-yn-1-yl)amino)phenyl)dimethylphosphine oxide